di-tert-butyl-[1,1':3',1''-terphenyl]-2'-amine C(C)(C)(C)C=1C(=C(C=CC1)C1=C(C(=CC=C1)C1=CC=CC=C1)N)C(C)(C)C